The molecule is an organosulfate oxoanion that is the conjugate base of (3Z,6Z,9Z)-dodeca-3,6,9-trien-1-yl hydrogen sulfate. Isolated from Daphnia pulex, it induces morphological changes of phytoplankton Scenedesmus gutwinskii. It has a role as a Daphnia pulex metabolite and a kairomone. It is a conjugate base of a (3Z,6Z,9Z)-dodeca-3,6,9-trien-1-yl hydrogen sulfate. CC/C=C\\C/C=C\\C/C=C\\CCOS(=O)(=O)[O-]